(cis)-3-((4-(4-ethynyl-2-methylphenyl)-5,6,7,8-tetrahydrophthalazin-1-yl)amino)-1-methylcyclobutan-1-ol C(#C)C1=CC(=C(C=C1)C1=NN=C(C=2CCCCC12)NC1CC(C1)(O)C)C